(R)-1-(1-acryloylpyrrolidin-3-yl)-2-oxo-3-(4-phenoxyphenyl)-2,3-dihydro-1H-imidazo[4,5-c]pyridine-4-carbonitrile C(C=C)(=O)N1C[C@@H](CC1)N1C(N(C=2C(=NC=CC21)C#N)C2=CC=C(C=C2)OC2=CC=CC=C2)=O